FC(COC=1C=C(C=C2C(=NC=NC12)NCC=1N=NC(=CC1)C)C1=NC=C(C=N1)C)F 8-(2,2-difluoroethoxy)-N-[(6-methylpyridazin-3-yl)methyl]-6-(5-methylpyrimidin-2-yl)quinazolin-4-amine